C(CCC)OCCOP(OCCOCCCC)(OCCOCCCC)=O phosphoric acid tri(butoxyethyl) ester